(E)-3-((5-bromopyridin-2-yl)amino)-1-(thien-2-yl)prop-2-en-1-one BrC=1C=CC(=NC1)N/C=C/C(=O)C=1SC=CC1